C1OC[C@H](C12CCNCC2)N (S)-2-oxa-8-azaspiro[4.5]decan-4-amine